C12(CC(C1)C2)NC2=NC=C(C=N2)C=2C=CC(N(N2)CC=2C=NC=C(C2)Cl)=O 6-(2-(bicyclo[1.1.1]pentan-1-ylamino)pyrimidin-5-yl)-2-((5-chloropyridin-3-yl)methyl)pyridazin-3(2H)-one